C(C)(C)(C)C=1C=C(C=C(C1O)C)CCCOP1OC2=C(C3=C(O1)C(=CC(=C3)C(C)(C)C)C(C)(C)C)C=C(C=C2C(C)(C)C)C(C)(C)C 6-tert-butyl-4-[3-(2,4,8,10-tetra-tert-butyldibenzo[d,f][1,3,2]dioxaphosphepin-6-yloxy)propyl]-o-cresol